Dimethyl-triphenylmethane tetraisocyanate [N-]=C=O.[N-]=C=O.[N-]=C=O.[N-]=C=O.CC=1C(=C(C=CC1)C(C1=CC=CC=C1)C1=CC=CC=C1)C